(1S,2R,3R,5R)-2-fluoro-1-methyl-8-azabicyclo[3.2.1]octan F[C@H]1[C@@]2(CC[C@H](CC1)N2)C